(R)-8-fluoro-6-(4-methoxy-2-((1-(oxetan-3-yl)ethyl)amino)pyrrolo[2,1-f][1,2,4]triazin-5-yl)-N-methylimidazo[1,2-a]pyridine-3-carboxamide FC=1C=2N(C=C(C1)C=1C=CN3N=C(N=C(C31)OC)N[C@H](C)C3COC3)C(=CN2)C(=O)NC